C(CCC)NCC1=CNC(C2=CC=CC=C12)=O 4-((butylamino)methyl)isoquinolin-1(2H)-one